N,N-dimethylsulfuric diamide hydrochloride Cl.CN(S(N)(=O)=O)C